OC1(CCN(CC1)C(=O)[C@H]1[C@@H](CN(CC1)C(=O)C1=C(N=C(S1)C=1C=NC(=CC1)C)C)C1=CC=CC=C1)CN1C=NC2=C(C1=O)C=CS2 3-[[4-hydroxy-1-[(3R,4R)-1-[4-methyl-2-(6-methyl-3-pyridyl)thiazole-5-carbonyl]-3-phenyl-piperidine-4-carbonyl]-4-piperidinyl]methyl]thieno[2,3-d]pyrimidin-4-one